trimethyl-(prop-2-ynyl)silane C[Si](CC#C)(C)C